N-((9S)-9-Ethyl-5-fluoro-9-hydroxy-1-((2-hydroxyethoxy)methyl)-4-methyl-10,13-dioxo-2,3,9,10,13,15-hexahydro-1H,12H-benzo[de]pyrano[3',4':6,7]indolizino[1,2-b]quinolin-1-yl)acetamide C(C)[C@]1(C(OCC=2C(N3CC=4C(=NC=5C=C(C(=C6C5C4C(CC6)(COCCO)NC(C)=O)C)F)C3=CC21)=O)=O)O